5-amino-2-mercapto-1,3,4-thiadiazole NC1=NN=C(S1)S